ClC(CCOCCOCCNC(OC(C)(C)C)=O)=O tert-butyl (2-(2-(3-chloro-3-oxopropoxy)-ethoxy)ethyl)carbamate